ClC1=CC=C(C=C1)C(=C1C(NC2=CC=C(C=C12)NC1CCN(CC1)CC)=O)C=1NC=CN1 3-[(4-chlorophenyl)-(1H-imidazol-2-yl)methylidene]-5-[(1-ethylpiperidin-4-yl)amino]-1H-indol-2-one